C(C)(=O)OCC(COC(C)=O)(COC(C)=O)COC(C)=O pentaerythritol tetraacetate